C(C)C1=C2C(=CN(C2=NC=N1)[C@H]1[C@H](O)[C@H](O)[C@H](O1)CO)F 6-Ethyl-7-Fluoro-9-β-D-ribofuranosyl-7-deazapurine